[C@H]1([C@H](C(=O)[C@H]([C@@H](C1O)O)O)O)O 2-Keto-myo-Inositol